N-{[2-(1-cyclopentylethoxy)phenyl]methyl}-5-{2-acetamidoimidazo[1,2-b]pyridazin-6-yl}-2-methoxy-6-methylpyridine-3-carboxamide C1(CCCC1)C(C)OC1=C(C=CC=C1)CNC(=O)C=1C(=NC(=C(C1)C=1C=CC=2N(N1)C=C(N2)NC(C)=O)C)OC